The molecule is a member of the class of monofluorobenzenes that is D-tyrosine substituted by a fluoro group at position 3. It is a D-tyrosine derivative, a member of monofluorobenzenes and a D-alpha-amino acid. C1=CC(=C(C=C1C[C@H](C(=O)O)N)F)O